The molecule is an alpha-L-fucoside that is alpha-L-fucopyranose in which the anomeric hydroxy hydrogen is replaced by a 2-naphthyl group. It has a role as a chromogenic compound. It is an alpha-L-fucoside and a member of naphthalenes. It derives from a 2-naphthol. C[C@H]1[C@H]([C@H]([C@@H]([C@@H](O1)OC2=CC3=CC=CC=C3C=C2)O)O)O